FC(OC1=NC(=CC=C1NC(=O)C1(CCC2(C(NC(N2)=O)=O)CC1)C1=C(C=CC=C1)C(C)C)OC)F N-(2-(difluoromethoxy)-6-methoxypyridin-3-yl)-8-(2-isopropylphenyl)-2,4-dioxo-1,3-diazaspiro[4.5]decane-8-carboxamide